O[C@@]1(C(N(CC1)C)=O)C1=CC(=NO1)C1=NC(=CC=C1)C1=NC(=NC=C1)NC1=NOC=C1 (R)-3-Hydroxy-3-(3-(6-(2-(isoxazol-3-ylamino)pyrimidin-4-yl)pyridin-2-yl)isoxazol-5-yl)-1-methylpyrrolidin-2-one